FC(C=1C=C(C=C(C1)C(F)(F)F)C1=NN(C=N1)\C=C(/C(=O)N)\C=1C=NC(=CC1)F)(F)F (Z)-3-(3-(3,5-bis(trifluoromethyl)phenyl)-1H-1,2,4-triazol-1-yl)-2-(6-fluoropyridin-3-yl)acrylamide